O1CCN(CC1)C=1C2=C(N=CN1)SC(=N2)C2=CC=C(C=N2)NS(=O)(=O)C=2C=C(C(=O)OC)C=CC2 methyl 3-(N-(6-(7-morpholinothiazolo[5,4-d]pyrimidin-2-yl)pyridin-3-yl)sulfamoyl)benzoate